3(S)-(4-fluorophenyl)morpholin ethyl-2-(2-((5-(3-(aminomethyl)phenyl)-7-((4-fluorophenoxy)methyl)benzofuran-3-yl)methoxy)phenyl)acetate C(C)OC(CC1=C(C=CC=C1)OCC1=COC2=C1C=C(C=C2COC2=CC=C(C=C2)F)C2=CC(=CC=C2)CN)=O.FC2=CC=C(C=C2)[C@@H]2NCCOC2